azolo[1,5-a]pyridine-3-carbonitrile C=1C=C(N2C1C=CC=C2)C#N